S-2-pyridinyl (2R)-2-({[(1,1-dimethylethyl)oxy]carbonyl}amino)-2-methylbutanethioate CC(C)(C)OC(=O)N[C@@](C(SC1=NC=CC=C1)=O)(CC)C